FC(C1=CC=C(C=C1)Cl)(OC1=CC(=C(C(=C1)F)F)F)F 4-[difluoro-(3,4,5-trifluorophenoxy)-methyl]-1-chlorobenzene